(S)-N-((R)-1-(6-AMINOPYRIDIN-3-YL)ETHYL)-3-((3-METHYL-5-(TRIFLUOROMETHYL)BENZYL)AMINO)-4-OXO-4,6,7,8-TETRAHYDROPYRROLO[1,2-A]PYRIMIDINE-6-CARBOXAMIDE NC1=CC=C(C=N1)[C@@H](C)NC(=O)[C@@H]1CCC=2N1C(C(=CN2)NCC2=CC(=CC(=C2)C(F)(F)F)C)=O